3-(4-Fluoro-3'-(4,4,5,5-tetramethyl-1,3,2-dioxaborolan-2-yl)-[1,1'-biphenyl]-2-yl)-4-methyl-4H-1,2,4-triazole FC1=CC(=C(C=C1)C1=CC(=CC=C1)B1OC(C(O1)(C)C)(C)C)C1=NN=CN1C